2-(4-(tert-butyl)-1H-imidazol-1-yl)-3-fluoro-5-nitrobenzonitrile C(C)(C)(C)C=1N=CN(C1)C1=C(C#N)C=C(C=C1F)[N+](=O)[O-]